5-methyl-4,5,6,7-tetrahydropyrazolo[1,5-a]pyridine-3-carboxylic acid ethyl ester C(C)OC(=O)C=1C=NN2C1CC(CC2)C